C[C@@]1(CN(CC1)[C@@H]1CCC=2C1=NNC(C2C(F)(F)F)=O)C(=O)N2CCN(CC2)C2=NC=C(C#N)C=C2 6-(4-((R)-3-methyl-1-((R)-3-oxo-4-(trifluoromethyl)-3,5,6,7-tetrahydro-2H-cyclopenta[c]pyridazin-7-yl)pyrrolidin-3-carbonyl)piperazin-1-yl)nicotinonitrile